NC=1C=C(C=CC1)C1CCN(CC1)C(=O)OC(C)(C)C Tert-butyl 4-(3-aminophenyl)piperidine-1-carboxylate